5-methylthieno[3,2-b]pyridine-3-carboxylate CC1=CC=C2C(=N1)C(=CS2)C(=O)[O-]